bis-tetrabutylammonium carbonate C([O-])([O-])=O.C(CCC)[N+](CCCC)(CCCC)CCCC.C(CCC)[N+](CCCC)(CCCC)CCCC